C(C)(C)(C)OC(=O)N1CC=CC1 Tert-butyl-2,5-dihydropyrrole-1-carboxylate